C[C@@H](CCCCCC)CCCCCCCCCC (S)-7-methylheptadecane